ClC=1C(=C2C(=NC1OCC)C=1CN(CCC1N2)C(CO)=O)F 1-(3-chloro-2-ethoxy-4-fluoro-5,6,7,9-tetrahydro-8H-pyrrolo[3,2-b:4,5-c']dipyridin-8-yl)-2-hydroxyethan-1-one